N4-methylcyclohexane-1,4-diamine CNC1CCC(CC1)N